O=C1NC(CCC1NC(=O)C=1C=NC=CC1)=O N-(2,6-dioxopiperidin-3-yl)pyridine-3-carboxamide